C(C)(C)(C)OC(=O)N[C@@H]1[C@@H](N(CC1)C(=O)OC(C)(C)C)C tert-butyl (2S,3S)-3-((tert-butoxycarbonyl)amino)-2-methylpyrrolidine-1-carboxylate